ClC=1C=C(C=CC1F)NC(=O)C1=C(N=CN1C)C1CC2CC(CC2C1)(C1=CC(=NN1C)OCC(CO)C)O N-(3-Chloro-4-fluorophenyl)-4-(5-hydroxy-5-(3-(3-hydroxy-2-methylpropoxy)-1-methyl-1H-pyrazol-5-yl)octahydropentalen-2-yl)-1-methyl-1H-imidazole-5-carboxamide